3-(6-(1H-pyrazol-1-yl)pyridin-3-yl)-6-(7,8-dimethyl-[1,2,4]triazolo[4,3-b]pyridazin-6-yl)-5,6,7,8-tetrahydro-1,6-naphthyridine N1(N=CC=C1)C1=CC=C(C=N1)C=1C=NC=2CCN(CC2C1)C=1C(=C(C=2N(N1)C=NN2)C)C